C1(CC1)N1CC(C1)C(=O)N1CCN(CC1)C1=NC=C(C=N1)C=1C=CC=2N(C1)C(=C(N2)CC)N(C=2SC(=C(N2)C2=CC=C(C=C2)F)C#N)C 2-((6-(2-(4-(1-cyclopropylazetidine-3-carbonyl)piperazin-1-yl)pyrimidin-5-yl)-2-ethylimidazo[1,2-a]pyridin-3-yl)(methyl)amino)-4-(4-fluorophenyl)thiazole-5-carbonitrile